2-[7-[[5-(trifluoromethyl)pyrazin-2-yl]amino]-2-azaspiro[3.5]nonane-2-carbonyl]-2,5-diazaspiro[3.4]octan-6-one FC(C=1N=CC(=NC1)NC1CCC2(CN(C2)C(=O)N2CC3(C2)NC(CC3)=O)CC1)(F)F